(R)-N-(1-(3-(difluoromethyl)-2-fluorophenyl)ethyl)-6-iodo-2-methylpyrido[2,3-d]pyrimidin-4-amine FC(C=1C(=C(C=CC1)[C@@H](C)NC=1C2=C(N=C(N1)C)N=CC(=C2)I)F)F